C(CC)(=O)O.C(CC)(=O)O.C1(O)=CC=C(O)C=C1 Hydroquinone Dipropionate